C(C)(C)(C)NC/C=C/C(=O)NC1=C(C=C(C=C1F)C(=O)C1=CN=C2N1C=CC=C2C2=CC1=C(N(C=N1)C)C=C2C(F)(F)F)F (E)-4-(tert-butylamino)-N-(2,6-difluoro-4-(8-(1-methyl-6-(trifluoromethyl)-1H-benzo[d]imidazol-5-yl)imidazo[1,2-a]pyridine-3-carbonyl)phenyl)but-2-enamide